1-(1-(4-(2-Cyclopropylethoxy)pyridin-2-yl)piperidin-4-yl)-3-(pyridin-3-yl)thiourea C1(CC1)CCOC1=CC(=NC=C1)N1CCC(CC1)NC(=S)NC=1C=NC=CC1